FC(C=1C=C(C=C(C1)C(F)(F)F)C1=NN(C=N1)\C=C/C(=O)NNC(C(=O)N1CCOCC1)=O)(F)F (Z)-3-(3-(3,5-bis(trifluoromethyl)phenyl)-1H-1,2,4-triazol-1-yl)-N'-(2-morpholino-2-oxoacetyl)acrylohydrazide